C1(=CC=CC=C1)C=1C=C(C=2N(C1)C=C(N2)C2=CC=C(C=C2)C=CC(=O)N(C)C)C2=CC=CC=C2 3-(4-(6,8-diphenylimidazo[1,2-a]pyridin-2-yl)phenyl)-N,N-dimethylacrylamide